[N+](=O)([O-])C1=CC2=C(N=CO2)C=C1 6-nitrobenzo[d]oxazole